FC1=C(C=CC=C1)C=1C(=C2C(=NC1C(F)(F)F)CCC2)NC(OCC(Cl)(Cl)Cl)=O 2,2,2-Trichloroethyl (3-(2-fluorophenyl)-2-(trifluoromethyl)-6,7-dihydro-5H-cyclopenta[b]pyridin-4-yl)carbamate